ClC=1C=C(C=C(C1)Cl)C1=CNC(=C1CC)C1=CC=CC=C1 3-(3,5-Dichlorophenyl)-4-ethyl-5-phenyl-1H-pyrrol